C1(CCCCC1)NC1=C2N=CNC2=NC(=N1)NC1=C(C=C(C=C1)N1CCOCC1)C N6-cyclohexyl-N2-(2-methyl-4-morpholino-phenyl)-9H-purine-2,6-diamine